tert-butyl 6-(4-(4-chlorophenyl)-5-hydroxy-1H-pyrazol-1-yl)nicotinate ClC1=CC=C(C=C1)C=1C=NN(C1O)C1=NC=C(C(=O)OC(C)(C)C)C=C1